C[C@H]1[C@@H](C[C@H]([C@@H](O1)OCCCC/C=C/C(=O)[O-])O)O The molecule is a hydroxy fatty acid ascaroside anion resulting from the deprotonation of the carboxy group of oscr#7. The conjugate base of oscr#7 and the major species at pH 7.3. It is a conjugate base of an oscr#7.